6-bromo-4-(difluoromethyl)-1-tetrahydropyran-2-yl-indazole BrC1=CC(=C2C=NN(C2=C1)C1OCCCC1)C(F)F